C(N)(=O)C1=[N+](C=CC(=C1)NC(=O)[C@@H]1O[C@@]([C@@H]([C@@H]1C1=C(C(=C(C=C1)F)F)OC)C)(C(F)(F)F)C)[O-] 2-carbamoyl-4-((2R,3R,4R,5S)-3-(3,4-difluoro-2-methoxyphenyl)-4,5-dimethyl-5-(trifluoromethyl)tetrahydrofuran-2-carboxamido)pyridine 1-oxide